ClC1=C(C=C(C(=C1OC)C(C)C)OC)CCl 2-Chloro-1-chloromethyl-4-isopropyl-3,5-dimethoxybenzene